7-((4-((3-ethynylphenyl)-amino)-7-methoxyquinazolin-6-yl)oxy)-N-hydroxyheptanamide C(#C)C=1C=C(C=CC1)NC1=NC=NC2=CC(=C(C=C12)OCCCCCCC(=O)NO)OC